FC1=C(C=C(C=C1)CCC[C@H]1C[C@@H]2N(CCN(C2)C=2N=NC(=CC2)C)C1=O)OC (7S,8aS)-7-(3-(4-fluoro-3-methoxyphenyl)propyl)-2-(6-methylpyridazin-3-yl)hexahydropyrrolo[1,2-a]pyrazin-6(2H)-one